(E)-6-ethylimidazo[2,1-b]thiazole-5-carbaldehyde O-(3,4-dichlorobenzyl) oxime ClC=1C=C(CO\N=C\C2=C(N=C3SC=CN32)CC)C=CC1Cl